COC=1C=C(CN2C(=NC=3C2=NC=C(C3)C=3C=NC=CC3)N)C=CC1OCC=1C=NC(=CC1)OC 3-(3-methoxy-4-((6-methoxypyridin-3-yl)methoxy)benzyl)-6-(pyridin-3-yl)-3H-imidazo[4,5-b]pyridin-2-amine